4-dioctylaminostyrene C(CCCCCCC)N(C1=CC=C(C=C)C=C1)CCCCCCCC